thiophosphoric acid tri(4-acetaminophenyl) ester N(C(=O)C)C1=CC=C(C=C1)OP(OC1=CC=C(C=C1)NC(=O)C)(OC1=CC=C(C=C1)NC(=O)C)=S